N(C(C)(CC1=CC=CC=C1)N[C@@H](CCCN\C(\N)=N/[H])C(=O)O)=O Z-amphetaminoyl-arginine